N,N-diethyl-2-fluoro-4-(1-(1-(3,3,3-trifluoro-2-hydroxy-2-phenylpropanoyl)piperidin-4-yl)azetidin-3-ylamino)benzamide C(C)N(C(C1=C(C=C(C=C1)NC1CN(C1)C1CCN(CC1)C(C(C(F)(F)F)(C1=CC=CC=C1)O)=O)F)=O)CC